4,4'-dihydroxy-3,3'-dioctyl-1,1-biphenyl OC1=C(C=C(C=C1)C1=CC(=C(C=C1)O)CCCCCCCC)CCCCCCCC